O1C(=O)C(=CC2=CC=CC=C12)CCCCCCCC\C=C/CCCCCCCC(=O)O coumarin-oleic acid